tert-butyl (S)-(2-(3,5-difluorophenyl)-1-(3-(3-oxoisoindolin-5-yl)quinoxalin-2-yl)ethyl)carbamate FC=1C=C(C=C(C1)F)C[C@@H](C1=NC2=CC=CC=C2N=C1C=1C=C2C(NCC2=CC1)=O)NC(OC(C)(C)C)=O